(R)-2-(3-methyl-4-(oxetan-3-yl)piperazin-1-yl)thieno[2,3-d]thiazole-5-carboxylic acid C[C@@H]1CN(CCN1C1COC1)C=1SC2=C(N1)SC(=C2)C(=O)O